(5-carbamoyl-2-methylphenyl)-2-(4-fluoro-2-methylphenoxy)-4-(trifluoromethyl)benzamide C(N)(=O)C=1C=CC(=C(C1)C=1C(=C(C(=O)N)C=CC1C(F)(F)F)OC1=C(C=C(C=C1)F)C)C